5-(2-amino-2-phenylvinyl)-4-methylaminocarbonyl-3-phenylisoxazole NC(=CC1=C(C(=NO1)C1=CC=CC=C1)C(=O)NC)C1=CC=CC=C1